FC(C=1C(=C(C=CC1)[C@@H](C)NC1=NN(C(C=2C1=CN(C(C2OCCN(C)C)=O)C2(CC2)C(F)F)=O)C)F)F (R)-4-((1-(3-(difluoromethyl)-2-fluorophenyl)ethyl)amino)-6-(1-(difluoromethyl)cyclopropyl)-8-(2-(dimethylamino)ethoxy)-2-methyl-2,6-dihydropyrido[3,4-d]pyridazine-1,7-dione